(S)-2-((tert-butoxycarbonyl)amino)-4-(methylthio)butanoic acid C(C)(C)(C)OC(=O)N[C@H](C(=O)O)CCSC